6-(2-allyl-6-(methylsulfonyl)-3-oxo-2,3-dihydro-1H-pyrazolo[3,4-d]pyrimidin-1-yl)pyridine C(C=C)N1N(C2=NC(=NC=C2C1=O)S(=O)(=O)C)C1=CC=CC=N1